ClC=1C=C(C=CC1)C1CCN(CC1)C(CCCCCNC=1C=C2C(N(C(C2=CC1)=O)C1C(NC(CC1)=O)=O)=O)=O 5-((6-(4-(3-chlorophenyl)piperidin-1-yl)-6-oxohexyl)amino)-2-(2,6-dioxopiperidin-3-yl)isoindoline-1,3-dione